C1(CCCCC1)C1=CC=C(CN2C(=NC=3N(C(N(C(C23)=O)C)=O)C)NCCO)C=C1 7-(4-cyclohexylbenzyl)-8-((2-hydroxyethyl)amino)-1,3-dimethyl-3,7-dihydro-1H-purine-2,6-dione